O[C@@H](C)C=1N(C=CN1)CC1=NOC(=C1)C1=CC=C(C=C1)C#CC1=CC=C(CN2CC(C2)C#N)C=C1 (S)-1-(4-((4-(3-((2-(1-hydroxyethyl)-1H-imidazol-1-yl)methyl)isoxazol-5-yl)phenyl)ethynyl)benzyl)azetidin-3-carbonitrile